FC=1C(=C(C=CC1C(F)(F)F)C1(CC1)C(=O)O)OC 1-[3-fluoro-2-methoxy-4-(trifluoromethyl)phenyl]cyclopropane-1-carboxylic acid